O1C(=C(O)C(=O)C=2C(O)=C(C(O)=CC12)C1=CC(=C(C=C1/C=C/C(=O)O)O)O)C1=CC(O)=C(O)C=C1 quercetin-caffeic acid